C(CCCCN=C=O)N=C=O Pentamethylenediisocyanat